5-{4-amino-5-[(azetidin-1-yl)methyl]pyrrolo[2,1-f][1,2,4]triazin-7-yl}-N-[(3R,4S)-4-fluoro-1-(3,3,3-trifluoro-2-hydroxypropyl)pyrrolidin-3-yl]-2-methoxypyridine-3-carboxamide NC1=NC=NN2C1=C(C=C2C=2C=C(C(=NC2)OC)C(=O)N[C@@H]2CN(C[C@@H]2F)CC(C(F)(F)F)O)CN2CCC2